[Ru+2].ClCC1=CC=C(C=C1)S(=O)(=O)N[C@H]([C@H](C1=CC=CC=C1)NCCCC1=CC=CC=C1)C1=CC=CC=C1 Chloro[(S,S)-N-[2-(3-phenylpropyl)amino-1,2-diphenylethyl]-p-toluenesulfonamide] ruthenium (II)